CN(C)C1=CC=C(C=C1)P(C(C)(C)C)C(C)(C)C [4-(N,N-dimethylamino)phenyl]ditertbutylphosphine